Z-4-heptenol C(CC\C=C/CC)O